tetramethyl-propane tetraacrylate C(C=C)(=O)O.C(C=C)(=O)O.C(C=C)(=O)O.C(C=C)(=O)O.CC(C(C)(C)C)C